P(=O)(O)(O)OCCC propyl dihydrogenphosphate